2-(8-fluoro-2-methylimidazo[1,2-a]pyridin-6-yl)-6-(piperidin-4-yl)thiazolo[4,5-d]pyrimidin-7(6H)-one FC=1C=2N(C=C(C1)C=1SC3=C(N=CN(C3=O)C3CCNCC3)N1)C=C(N2)C